3-((furan-2-ylmethyl)amino)-4-(methyl(4-(5-(trifluoromethyl)-1,2,4-oxadiazol-3-yl)benzyl)amino)cyclobut-3-ene-1,2-dione O1C(=CC=C1)CNC=1C(C(C1N(CC1=CC=C(C=C1)C1=NOC(=N1)C(F)(F)F)C)=O)=O